((3,4-dimethoxybenzyl)oxy)-2-methylpyrazolo[1,5-a]quinazoline COC=1C=C(COC=2C(=NN3C2N=CC2=CC=CC=C32)C)C=CC1OC